C(#N)C=1C=C(OC=2C=C(C3=CC=CC=C3C2)OP(=O)([O-])[O-])C=CC1C#N 3-(3,4-dicyanophenoxy)-1-naphthylphosphate